CN1C(=NN=C1)CC1(COC1)C=1C=C(C=CC1)N1CC2=C(C=C(C=C2C1=O)C=O)C(F)(F)F 2-(3-{3-[(4-methyl-1,2,4-triazol-3-yl)methyl]oxetan-3-yl}phenyl)-3-oxo-7-(trifluoromethyl)-1H-isoindole-5-carbaldehyde